C(#N)[C@H](C[C@@H]1C(NCCC1)=O)NC(=O)[C@@H]1N(C2CCC1CC2)C([C@H](NC2=C(C=CC(=C2)F)F)C)=O (R)-N-((S)-1-cyano-2-((R)-2-oxopiperidin-3-yl)ethyl)-2-((2,5-difluorophenyl)-D-alanyl)-2-azabicyclo[2.2.2]octane-3-carboxamide